2-benzyl-5-methyl-1,2-oxazole C(C1=CC=CC=C1)N1OC(=CC1)C